1-(2-Fluoro-5-(trifluoromethyl)benzyl)-1H-indol-5-amine FC1=C(CN2C=CC3=CC(=CC=C23)N)C=C(C=C1)C(F)(F)F